CO.[Zn].[Cu] copper-zinc methanol